2-phenyl-3,5,7-tris(trimethylsilyloxy)-1-benzopyran-4-one C1(=CC=CC=C1)C=1OC2=C(C(C1O[Si](C)(C)C)=O)C(=CC(=C2)O[Si](C)(C)C)O[Si](C)(C)C